N-(5-cyanopyridin-2-yl)-7-methyl-4-oxo-5-[2-(2,2,2-trifluoroethoxy)phenyl]-4,5-dihydropyrazolo[1,5-a]pyrazine-3-carboxamide C(#N)C=1C=CC(=NC1)NC(=O)C=1C=NN2C1C(N(C=C2C)C2=C(C=CC=C2)OCC(F)(F)F)=O